(4S)-3-((4-(tert-butyl)phenyl)sulfonyl)-4-propyldihydro-furan-2(3H)-one C(C)(C)(C)C1=CC=C(C=C1)S(=O)(=O)C1C(OC[C@@H]1CCC)=O